(R)-N-((3-chloropyrazin-2-yl)methyl)-3-((5-(trifluoromethyl)pyrimidin-2-yl)amino)piperidine-1-carboxamide ClC=1C(=NC=CN1)CNC(=O)N1C[C@@H](CCC1)NC1=NC=C(C=N1)C(F)(F)F